ClC1=C(C(=CC=C1)O)C1=C(C2=C(CN3[C@@H](CO2)CN(CC3)C(=O)OC(C)(C)C)C(=C1C#C[Si](C)(C)C)F)F tert-butyl (12aR)-9-(2-chloro-6-hydroxyphenyl)-7,10-difluoro-8-[(trimethylsilyl) ethynyl]-3,4,12,12a-tetrahydro-6H-pyrazino[2,1-c][1,4]benzooxazepine-2(1H)-carboxylate